CN(C(=O)C1C[C@H](NC([C@@H](NC(CC(CCC\C=C/C1)CCCCCC)=O)CC(C)C)=O)C(=O)OCC)C Ethyl (2S,5S,Z)-7-(dimethylcarbamoyl)-14-hexyl-2-isobutyl-3,16-dioxo-1,4-diazacyclohexadec-9-ene-5-carboxylate